C(C)(C)(C)C1=CC(=C(C(=C1)C#CC=1C2=CC=CC=C2C=C2C=CC=CC12)O)C#CC=1C2=CC=CC=C2C=C2C=CC=CC12 4-tert-butyl-2,6-bis(9-anthracenylethynyl)phenol